ClC=1C=CC2=C(C1)C1(C(NC3=CC(=CC=C13)C(F)(F)F)=O)CO2 5-chloro-6'-(trifluoromethyl)-2H-spiro[benzofuran-3,3'-indolin]-2'-one